C(C)(C)(C)OC(CC[C@H](C(=O)N)N1C(C2=CC=C(C=C2C1)OCC(C)=O)=O)=O.N1(N=CC=C1)C1=CC=C(OC2=NC(=CC(=N2)C(=O)N2CCN(CC2)S(=O)(=O)C)C)C=C1 (2-(4-(1H-pyrazol-1-yl)phenoxy)-6-methylpyrimidin-4-yl)(4-(methylsulfonyl)piperazin-1-yl)methanone tert-butyl-(R)-5-amino-5-oxo-4-(1-oxo-5-(2-oxopropoxy)isoindolin-2-yl)pentanoate